C(COCCS(=O)(=O)C(C)CC(CCCC)=O)S(=O)(=O)C(C)CC(CCCC)=O 2,2'-(3-oxapentane-1,5-diyldisulfonyl)bis(octan-4-one)